3-cyclopropylisoxazole-5-carbaldehyde C1(CC1)C1=NOC(=C1)C=O